3-[4-[(2S)-2-hydroxy-3-[2-(morpholine-4-carboxamido)ethylamino]propoxy]phenyl]propanoic acid O[C@H](COC1=CC=C(C=C1)CCC(=O)O)CNCCNC(=O)N1CCOCC1